5-(4-methylpiperazin-1-yl)benzo[b]thiophene-3-carbaldehyde CN1CCN(CC1)C1=CC2=C(SC=C2C=O)C=C1